C(CCCC[C@@H]1SC[C@@H]2NC(=O)N[C@H]12)(=O)N[C@@H](CCCCN)C(=O)O biotinyl-L-lysine